4-Bromo-N-(quinolin-8-yl)thiophene-2-carboxamide BrC=1C=C(SC1)C(=O)NC=1C=CC=C2C=CC=NC12